5-(1-isopropyl-2-methyl-1H-imidazo[4,5-b]pyridin-6-yl)-N-(trans-3-morpholinocyclobutyl)pyrrolo[2,1-f][1,2,4]triazin-2-amine C(C)(C)N1C(=NC2=NC=C(C=C21)C=2C=CN1N=C(N=CC12)N[C@@H]1C[C@H](C1)N1CCOCC1)C